CN1CCN(CC1)C1=NN2C(C(=N1)NC=1N=CN(C1)C1=CC=CC=C1)=CC=C2 2-(4-methylpiperazin-1-yl)-N-(1-phenyl-1H-imidazol-4-yl)pyrrolo[2,1-f][1,2,4]triazin-4-amine